((3S,4S)-3-(hydroxymethyl)piperidin-4-yl)carbamic acid tert-butyl ester C(C)(C)(C)OC(N[C@@H]1[C@H](CNCC1)CO)=O